1-(5-chloro-4-(5,5-dimethyl-5,6-dihydro-4H-pyrrolo[1,2-b]pyrazol-3-yl)pyridin-2-yl)-3-(3-(ethylamino)cyclohexyl)urea ClC=1C(=CC(=NC1)NC(=O)NC1CC(CCC1)NCC)C1=C2N(N=C1)CC(C2)(C)C